FC=1C=NC=C(C1C(C1=CC=C(C=C1)S(=O)C(F)(F)F)F)N1N=CC=N1 3-Fluoro-4-[fluoro[4-[(trifluoromethyl)sulfinyl]phenyl]methyl]-5-(2H-1,2,3-triazol-2-yl)pyridine